C[C@H]1OCCN(C1)C1=CC=CC(=N1)NC(C1=C(C=C(C=C1)S(=O)(=O)C)N1CCC2(CC2)CC1)=O (R)-N-(6-(2-Methylmorpholino)pyridin-2-yl)-4-(methylsulfonyl)-2-(6-azaspiro[2.5]octan-6-yl)benzamide